[Ru](Cl)Cl.C1(=CC=C(C=C1)C)C(C)C 4-cymene ruthenium dichloride